2-(1H-Benzo[d]imidazol-5-yl)-4,7-dichloro-3-(4-methoxyphenyl)isoindolin-1-on N1C=NC2=C1C=CC(=C2)N2C(C1=C(C=CC(=C1C2C2=CC=C(C=C2)OC)Cl)Cl)=O